cis-3-Hydroxy-cyclobutanecarboxylic acid ethyl ester C(C)OC(=O)[C@@H]1C[C@@H](C1)O